[O-]C1=C(C=C(C(=C1)[O-])C(=O)[O-])C(=O)[O-] 4,6-dioxido-1,3-benzenedicarboxylate